3-(2-methyl-3-acryloyloxypropoxy)benzoic acid CC(COC=1C=C(C(=O)O)C=CC1)COC(C=C)=O